(2S,4r)-1-[(2S)-2-(4-cyclopropyl-triazol-1-yl)-3,3-dimethyl-butyryl]-4-hydroxy-N-[(1r,2S,4r,5r)-5-methoxy-5-(trifluoromethyl)norbornan-2-yl]pyrrolidine-2-carboxamide C1(CC1)C=1N=NN(C1)[C@H](C(=O)N1[C@@H](C[C@H](C1)O)C(=O)N[C@@H]1[C@H]2C[C@@]([C@@H](C1)C2)(C(F)(F)F)OC)C(C)(C)C